5-(1-isopropyl-1H-indazol-5-yl)-3-(2-(trifluoro-methoxy)phenyl)-1,2,4-oxadiazole C(C)(C)N1N=CC2=CC(=CC=C12)C1=NC(=NO1)C1=C(C=CC=C1)OC(F)(F)F